Cl.N ammonia, hydrochloride